C1(CC1)C=1C=C(C=CC1)C1CC=2C=NN(C(C2CC1)=O)C1=NC=CC=C1 6-(3-cyclopropylphenyl)-2-(pyridin-2-yl)-5,6,7,8-tetrahydrophthalazin-1(2H)-one